5-oxo-2,6-diazaspiro[3.4]octan O=C1C2(CNC2)CCN1